FC(C(=O)O)(F)F.C1C(C12CCCCN2)CNC(=O)C2=CC=1C=NC=CC1N2 N-(8-azaspiro[2.5]octan-2-ylmethyl)-1H-pyrrolo[3,2-c]pyridine-2-carboxamide trifluoroacetate salt